bis(2-hydroxyethyl)-toluidine OCCN(C=1C(=CC=CC1)C)CCO